N-[(3S,4R)-3-fluoro-1-(propan-2-yl)piperidin-4-yl]-2-{3-[(4-methanesulfonyl-2-methoxyphenyl)amino]prop-1-yn-1-yl}-1-(2,2,2-trifluoroethyl)-1H-indol-4-amine F[C@H]1CN(CC[C@H]1NC=1C=2C=C(N(C2C=CC1)CC(F)(F)F)C#CCNC1=C(C=C(C=C1)S(=O)(=O)C)OC)C(C)C